FC1=C(C=CC(=C1)F)C1=NC=C2C(=NC=NN21)O 7-(2,4-difluorophenyl)imidazo[5,1-f][1,2,4]triazin-4-ol